FC(CF)C1(CN(CCC1)C(=O)OC(C)(C)C)[N+](=O)[O-] tert-butyl 3-(1,2-difluoroethyl)-3-nitropiperidine-1-carboxylate